(2-((5-Chloro-2-((1-methyl-1H-pyrazolo[3,4-b]pyridin-5-yl)amino)pyrimidin-4-yl)amino)phenyl)dimethylphosphine oxide ClC=1C(=NC(=NC1)NC=1C=C2C(=NC1)N(N=C2)C)NC2=C(C=CC=C2)P(C)(C)=O